COC(=O)C1=CC=C(C2=C1OCC(N2)=O)Br 5-Bromo-3-oxo-3,4-dihydro-2H-benzo[b][1,4]oxazine-8-carboxylic acid methyl ester